NCC1=NC=CC(=C1)C1=CC(=CC=2C(=COC21)F)COC2=C(C=CC=C2)CC(=O)OCC ethyl 2-(2-((7-(2-(aminomethyl)pyridin-4-yl)-3-fluorobenzofuran-5-yl)methoxy)phenyl)acetate